C12CN(CC(N1)C2)C=2C1=CN(C=C1C=C(C2F)F)C2C(NC(CC2)=O)=O 4-(3,6-Diazabicyclo[3.1.1]heptane-3-yl)-2-(2,6-dioxopiperidin-3-yl)-5,6-difluoroisoindol